dodecene-1,3-diol C(=CC(CCCCCCCCC)O)O